O1CCOC2=C1C=CC(=C2)[C@@H]2N(C(C1=CC=CC=C1[C@H]2C(=O)O)=O)C2=CC=C(C=C2)N2CCOCC2 |r| (3R,4R) and (3S,4S)-3-(2,3-dihydro-1,4-benzodioxin-6-yl)-2-(4-morpholin-4-ylphenyl)-1-oxo-1,2,3,4-tetrahydroisoquinoline-4-carboxylic acid